C(C)(C)(C)OC(=O)NOCC(=O)ON1C(CCC1=O)=O 2,5-dioxopyrrolidin-1-yl 2-(tert-butoxycarbonylaminooxy)acetate